tert.-Butyl-3-{[2-(4-bromophenyl)imidazo[1,2-a]pyridin-3-yl]methyl}-3,8-diazabicyclo[3.2.1]octane-8-carboxylate C(C)(C)(C)OC(=O)N1C2CN(CC1CC2)CC2=C(N=C1N2C=CC=C1)C1=CC=C(C=C1)Br